C(C)OC(=O)C1C(CN(CC1)C1=CC=CC=2CCCC(C12)C)=O (8-methyl-5,6,7,8-tetrahydronaphthalen-1-yl)-3-oxopiperidine-4-carboxylic acid ethyl ester